CN(CCNC=1C(=CC=C(C1)F)N)C N-(2-(dimethylamino)ethyl)-5-fluorobenzene-1,2-diamine